ClC=1C=C2C(=CNC2=CC1)CCC 1-(5-chloro-1H-indol-3-yl)propan